ethyl (propyl) orthosilicate [Si](OCC)(OCCC)([O-])[O-]